BrCC(/C=C/C1=CC=CC=C1)(C)Cl (E)-(4-bromo-3-chloro-3-methylbut-1-en-1-yl)benzene